4-((2S)-4-(5-methylthiophen-2-yl)piperidin-2-yl)benzoate CC1=CC=C(S1)C1C[C@H](NCC1)C1=CC=C(C(=O)[O-])C=C1